FC1=C(C=C(C=C1)F)C=1C(=C2N(N1)CCC2)C=2C=C1N=CC=NC1=CC2 6-(2-(2,5-Difluorophenyl)-5,6-dihydro-4H-pyrrolo[1,2-b]pyrazol-3-yl)quinoxaline